ClC1=NC2=CC=CC(=C2C=C1)C1(CC1)N 1-(2-chloroquinolin-5-yl)cyclopropanamine